FC1(C(=C(C(C1(F)F)(F)F)C=1N=C(SC1C)C1=CC=CC=C1)C=1N=C(SC1C)C1=CC=CC=C1)F 4,4'-(perfluorocyclopent-1-ene-1,2-diyl)bis(5-methyl-2-phenylthiazole)